(+-)-3,5,5-trimethyl-1-hexanol C[C@@H](CCO)CC(C)(C)C |r|